C(C)/C(/C(=O)O)=C\C=C/CCCCC.C(C)OC(C=CC=CCCCCC)=O decadienoic acid ethyl ester (ethyl (2E,4Z)-decadienoate)